(5aS,6R,11bS)-14-(cyclopropylmethyl)-10-methoxy-3-(2-(piperidin-1-yl)ethyl)-2,3,4,5,6,7-hexahydro-6,11b-(epiminoethano)naphtho[1,2-d]azepin-5a(1H)-ol C1(CC1)CN1CC[C@]23CCN(CC[C@]2([C@H]1CC1=CC=C(C=C13)OC)O)CCN1CCCCC1